(E)-3-(5-bromo-2-methoxybenzylidene)pyrrolidine-2,5-dione BrC=1C=CC(=C(\C=C/2\C(NC(C2)=O)=O)C1)OC